C12CNCC2C1NC(=O)C1=C(C=C(C=C1)NC(=O)C=1N(C(=CN1)C1=C(C(=C(C=C1)OC)F)F)C)Cl N-[4-[[(exo)-3-azabicyclo[3.1.0]hexan-6-yl]carbamoyl]-3-chloro-phenyl]-5-(2,3-difluoro-4-methoxy-phenyl)-1-methyl-imidazole-2-carboxamide